(1s,4s)-4-(5-chloro-4-((4-((2-(methylsulfonyl)ethyl)amino)-5-(trifluoromethyl)pyridin-2-yl)amino)-1H-pyrazol-1-yl)-1-(methylimino)hexahydro-1λ6-thiopyran 1-oxide ClC1=C(C=NN1C1CCS(CC1)(=NC)=O)NC1=NC=C(C(=C1)NCCS(=O)(=O)C)C(F)(F)F